OC(CCO)CCCCCCC 3-hydroxydecanol